3-((tert-butyldimethylsilyl)oxy)-3,4-dihydro-1H-2-quinoxalinone [Si](C)(C)(C(C)(C)C)OC1C(NC2=CC=CC=C2N1)=O